BrC=1C=CC2=C(N(C(=N2)C[C@H](C(=O)OC(C)(C)C)[C@@H]2CN(CC2)C(=O)OC(C)(C)C)C)C1 tert-butyl (R)-3-((S)-3-(6-bromo-1-methyl-1H-benzo[d]imidazol-2-yl)-1-(tert-butoxy)-1-oxopropan-2-yl)pyrrolidine-1-carboxylate